NON aminooxyamine